C(C)(C)N1[C@@H](CCC1)COC1=NC=2CC3(CCC2C(=N1)N1C[C@@H](NCC1)CC#N)CCCC1=CC=CC=C13 2-((2S)-4-(2'-(((S)-1-Isopropylpyrrolidin-2-yl)methoxy)-3,4,5',8'-tetrahydro-2H,6'H-spiro[naphthalene-1,7'-quinazolin]-4'-yl)piperazin-2-yl)acetonitrile